C(C)N1C[C@@H](CCCC1)NC=1OC=2C(=NC(=CC2)C2=C(C=C(C=C2C)C(F)(F)F)O)N1 2-[2-[[(3R)-1-Ethylazepan-3-yl]amino]oxazolo[4,5-b]pyridin-5-yl]-3-methyl-5-(trifluoromethyl)phenol